(S)-4-(cyclopropyl(4-methoxypyridin-2-yl)methyl)-9-(1-ethyl-3-(trifluoromethyl)-1H-pyrazol-4-yl)-7-vinyl-3,4-dihydro-1H-benzo[e][1,4]diazepine-2,5-dione C1(CC1)[C@H](N1CC(NC2=C(C1=O)C=C(C=C2C=2C(=NN(C2)CC)C(F)(F)F)C=C)=O)C2=NC=CC(=C2)OC